NCC(CN1N=CN(C1=O)CC1=CC(=CC=C1)C=1C=NN(C1)CC)=C(F)F 2-[2-(aminomethyl)-3,3-difluoro-allyl]-4-[[3-(1-ethylpyrazol-4-yl)phenyl]methyl]-1,2,4-triazol-3-one